O[C@@H]1[C@@H](C([C@H](C1)N1C=2N=C(NC(C2N=C1)=O)N)=C)CO (1S,3S,4S)-9-[4-hydroxy-3-(hydroxymethyl)-2-methylenecyclopentyl]guanine